N-(4-fluoro-5-(((2S,4R)-2-methyl-4-(pyrazolo[1,5-a]pyrazin-6-yloxy)pyrrolidin-1-yl)methyl)thiazol-2-yl)acetamide FC=1N=C(SC1CN1[C@H](C[C@H](C1)OC=1N=CC=2N(C1)N=CC2)C)NC(C)=O